[C@H]12OCC[C@@H]2C[C@H]1NC(=O)C1=CN=C2N1N=C(C=C2NC)NC=2C(N(C=CC2)C2=NC=CC=C2F)=O N-((1R,5S,7R)-2-oxabicyclo[3.2.0]heptan-7-yl)-6-((3'-fluoro-2-oxo-2H-[1,2'-bipyridin]-3-yl)amino)-8-(methylamino)imidazo[1,2-b]pyridazine-3-carboxamide